ClC1=C2C=C(NC2=CC(=C1)Cl)C(=O)N[C@H](C(=O)N[C@@H](C[C@H]1C(NCC1)=O)C#N)CC(C)C 4,6-dichloro-N-[(2S)-1-({(1S)-1-cyano-2-[(3S)-2-oxopyrrolidin-3-yl]ethyl}amino)-4-methyl-1-oxopentan-2-yl]-1H-indole-2-carboxamide